[1-(dicyclohexylmethyl)-2-[[5-[5-ethyl-3-methyl-1-(2-trimethylsilylethoxymethyl)pyrazol-4-yl]-6-fluoro-2-pyridinyl]amino]-2-oxo-ethyl]-3-ethyl-isoxazole-4-carboxamide C1(CCCCC1)C(C(C(=O)NC1=NC(=C(C=C1)C=1C(=NN(C1CC)COCC[Si](C)(C)C)C)F)C1=C(C(=NO1)CC)C(=O)N)C1CCCCC1